2,2'-thiodiethylenebis[3-(3,5-di-t-butyl-4-hydroxyphenyl)propionate] S(CCC(C(=O)[O-])CC1=CC(=C(C(=C1)C(C)(C)C)O)C(C)(C)C)CCC(C(=O)[O-])CC1=CC(=C(C(=C1)C(C)(C)C)O)C(C)(C)C